C(#N)C=1C=NN2C1C(=CC(=C2)C=2C=NN(C2)C)C2=CC=C(C=C2)N2CC(C2)(C)C(C(=O)N)=C (1-(4-(3-cyano-6-(1-methyl-1H-pyrazol-4-yl)pyrazolo[1,5-a]pyridin-4-yl)phenyl)-3-methylazetidin-3-yl)acrylamide